(2,5-Dioxopyrrolidin-1-yl) prop-2-enyl carbonate C(ON1C(CCC1=O)=O)(OCC=C)=O